C(C1=CC=CC=C1)NC1=C2N=CN(C2=NC(=N1)C=1N(C=CC1)C)[C@H]1[C@@H]([C@@H]([C@H](O1)C(=O)NC)O)O (2s,3s,4r,5r)-5-(6-(benzylamino)-2-(1-methyl-1H-pyrrol-2-yl)-9H-purin-9-yl)-3,4-dihydroxy-N-methyltetrahydrofuran-2-carboxamide